FC1(CNCCC1OC1=CN=CC(=N1)NC1=NNC(=C1)C(C)C)F 6-((3,3-difluoropiperidin-4-yl)oxy)-N-(5-isopropyl-1H-pyrazol-3-yl)pyrazin-2-amine